1-(6-(pyridin-3-yl)quinolin-2-yl)piperidine-4-carboxylic acid hydrochloride Cl.N1=CC(=CC=C1)C=1C=C2C=CC(=NC2=CC1)N1CCC(CC1)C(=O)O